Cl.Cl.NC1(CCN(CC1)C1=CC=C(C=N1)C=1C=2N(C=C(C1)OCC)N=CC2C#N)CN2CCN(CC2)CC 4-(6-(4-amino-4-((4-ethylpiperazin-1-yl)methyl)piperidin-1-yl)pyridin-3-yl)-6-ethoxypyrazolo[1,5-a]pyridine-3-carbonitrile dihydrochloride